N1=C(C=CC=C1)C1=CC=CC=2C3=CC=CC=C3NC12 (pyridinyl)carbazole